(R)-(4-(1-(4-(pyrimidin-4-yl)piperazin-1-yl)ethyl)phenyl)methanol N1=CN=C(C=C1)N1CCN(CC1)[C@H](C)C1=CC=C(C=C1)CO